N1N=CC2=CC=C(C=C12)NC1=NC(=NC=N1)N N'-(1H-indazol-6-yl)-1,3,5-triazine-2,4-diamine